ethyl 3-(4-fluorophenyl)-2-imidazo[1,2-a]pyridin-6-yl-imidazole-4-carboxylate FC1=CC=C(C=C1)N1C(=NC=C1C(=O)OCC)C=1C=CC=2N(C1)C=CN2